THIENO[2,3-C]PYRIDINE-7-BORONIC ACID S1C=CC=2C1=C(N=CC2)B(O)O